((2-(((3S,6S,9aS)-3-(3-(4-fluoro-6-methoxypyridin-3-yl)azetidine-1-carbonyl)-5-oxooctahydro-1H-pyrrolo[1,2-a]azepin-6-yl)carbamoyl)benzo[b]thiophen-5-yl)methyl)phosphonic acid FC1=C(C=NC(=C1)OC)C1CN(C1)C(=O)[C@@H]1CC[C@H]2N1C([C@H](CCC2)NC(=O)C2=CC1=C(S2)C=CC(=C1)CP(O)(O)=O)=O